[Hf].BrC=1C=C(C=C(C1)NS(=O)(=O)C)NC(=O)C=1SC=C(C1)N1N=CC=C1 N-(3-bromo-5-(methylsulfonylamino)phenyl)-4-(1H-pyrazol-1-yl)thiophene-2-carboxamide hafnium